4-methyl-N-[2,2,2-trichloro-1-(4-chlorophenylsulfonyl)ethyl]Benzamide CC1=CC=C(C(=O)NC(C(Cl)(Cl)Cl)S(=O)(=O)C2=CC=C(C=C2)Cl)C=C1